5-((5-(hydroxymethyl)-6-oxopyrimidin-1(6H)-yl)methyl)-4-(trifluoromethyl)-3,4-dihydroquinazolin-2(1H)-one OCC1=CN=CN(C1=O)CC1=C2C(NC(NC2=CC=C1)=O)C(F)(F)F